C([C@@H]1[C@H]([C@@H]([C@@H]([C@H](O1)O[C@H]2[C@@H]([C@H](O[C@@H]([C@H]2O)OC[C@@H]3[C@H]([C@@H]([C@@H](C(O3)O)O)O[C@@H]4[C@H]([C@H]([C@@H]([C@H](O4)CO)O)O)O)O)CO)O)O)O)O)O The molecule is a mannotetraose that that is alpha-D-mannopyranosyl-(1->3)-alpha-D-mannopyranosyl-(1->6)-D-mannopyranose joined in sequence by (1->3)-glycosidic bonds and in which the hydroxy group at position 3 of the D-mannopyranose group bat the reducing end has been glycosylated at position 3 by an alpha-D-mannopyranosyl group.